chloro(1,1'-biphenyl-3-yl)boronic acid ClOB(O)C=1C=C(C=CC1)C1=CC=CC=C1